2-(3-fluoro-4-methylsulfonyl-anilino)-4-[[(1S)-2-hydroxy-1-phenyl-ethyl]amino]-N-(2-methoxyethyl)-pyrimidine-5-carboxamide FC=1C=C(NC2=NC=C(C(=N2)N[C@H](CO)C2=CC=CC=C2)C(=O)NCCOC)C=CC1S(=O)(=O)C